BrC1=CC=CC(=N1)C=1N=C(SC1)NC(CNC(=O)C1=CN(C=C1)S(=O)(=O)C)=O N-(2-((4-(6-bromopyridin-2-yl)thiazol-2-yl)amino)-2-oxoethyl)-1-(methylsulfonyl)-1H-pyrrole-3-carboxamide